ClCC1=CC=C(C=C1)C(F)(F)F 4-(chloromethyl)trifluoromethylbenzene